(((((9H-fluoren-9-yl)methoxy)carbonyl)amino)propionamido)acetate C1=CC=CC=2C3=CC=CC=C3C(C12)COC(=O)NCCC(=O)NCC(=O)[O-]